5-(4-methoxyphenoxy)-2,4-quinazolinediamine COC1=CC=C(OC2=C3C(=NC(=NC3=CC=C2)N)N)C=C1